FC(CN1[C@H](C[C@@H](CC1)CC1=CC=2N(C=C1)N=CC2N2C(NC(CC2)=O)=O)C)(COC)F 1-(5-(((2S,4R)-1-(2,2-difluoro-3-methoxypropyl)-2-methylpiperidin-4-yl)methyl)pyrazolo[1,5-a]pyridin-3-yl)dihydropyrimidine-2,4(1H,3H)-dione